tert-Butyl (S)-6-diazo-2-((S)-2-(2-(dimethylamino)acetamido)-3-(4-(trifluoromethyl)phenyl)propanamido)-5-oxohexanoate [N+](=[N-])=CC(CC[C@@H](C(=O)OC(C)(C)C)NC([C@H](CC1=CC=C(C=C1)C(F)(F)F)NC(CN(C)C)=O)=O)=O